(R)-2-((4-(4-fluorophenyl)-7-hydroxy-3-(tetrahydro-2H-pyran-4-yl)isoquinolin-1-yl)oxy)propionic acid FC1=CC=C(C=C1)C1=C(N=C(C2=CC(=CC=C12)O)O[C@@H](C(=O)O)C)C1CCOCC1